Cl.ClC1=C(C=CC=C1C1=NN=C(O1)C1=CC=C(CNCCC(=O)O)C=C1)C1=CC=CC=C1 3-((4-(5-(2-chloro-[1,1'-biphenyl]-3-yl)-1,3,4-oxadiazol-2-yl)benzyl)amino)propanoic acid hydrochloride